N[C@H](C(=O)O)CCP(=O)(C)O (2S)-2-amino-4-[hydroxy(methyl)phosphinyl]butyric acid